CC/C=C\C/C=C\C/C=C\CCCCCCCC(=O)O[C@H](COC(=O)CCC/C=C\C/C=C\C/C=C\C/C=C\C/C=C\CC)COP(=O)([O-])OCC[N+](C)(C)C 1-(5Z,8Z,11Z,14Z,17Z-eicosapentaenoyl)-2-(9Z,12Z,15Z-octadecatrienoyl)-glycero-3-phosphocholine